ethyl 5-[(E)-N-hydroxy-C-methyl-carbonimidoyl]-4-oxo-1-[4-(trifluoromethoxy)phenyl]cinnoline-3-carboxylate O\N=C(/C)\C1=C2C(C(=NN(C2=CC=C1)C1=CC=C(C=C1)OC(F)(F)F)C(=O)OCC)=O